tert-butyl 4-{[8-fluoro-6-(4,4,5,5-tetramethyl-1,3,2-dioxaborolan-2-yl) quinazolin-2-yl]amino}piperidine-1-carboxylate FC=1C=C(C=C2C=NC(=NC12)NC1CCN(CC1)C(=O)OC(C)(C)C)B1OC(C(O1)(C)C)(C)C